NC1CN(CCC1)C1=C2C(=NC=C1)N(C(=N2)C2=CC(=C(C#N)C=C2)F)C=2C=CC1=C(N=CS1)C2 4-(7-(3-Aminopiperidin-1-yl)-3-(benzo[d]thiazol-5-yl)-3H-imidazo[4,5-b]pyridin-2-yl)-2-fluorobenzonitrile